FC(OC1=C(C=C(C(=C1)F)F)NC(=O)C1(CCC(CC1)(C(=O)O)C)C1=C(C=CC=C1)C(C)C)F (1s,4s)-4-((2-(difluoromethoxy)-4,5-difluorophenyl)carbamoyl)-4-(2-isopropylphenyl)-1-methylcyclohexane-1-carboxylic acid